bromophenyl-ethanol sulfate S(=O)(=O)(O)OC(C)(C1=CC=CC=C1)Br